NC1=CC=CC(=N1)S(=O)(=O)NC(=O)C=1C(=NC(=CC1)C1=CC(=CC(=C1)F)F)N1C(C[C@@H](C1)C)(C)C N-[(6-Amino-2-pyridyl)sulfonyl]-6-(3,5-difluorophenyl)-2-[(4S)-2,2,4-trimethylpyrrolidin-1-yl]pyridin-3-carboxamid